9-(6-methyl-1,2,3,5-tetrahydro-s-indacen-4-yl)anthracene CC=1CC=2C(=C3CCCC3=CC2C1)C=1C2=CC=CC=C2C=C2C=CC=CC12